C(CCCCCCCCCCCCC)(=O)OC(C(C)OC(CCCCCCCCCCCCC)=O)N 1,2-dimyristoyloxy-propylamine